FC(C1=CC(=NC=C1)C(C(=O)NC(=S)NCC)C1=C(C=CC=C1)F)F 2-(4-(difluoromethyl)pyridin-2-yl)-N-(ethylaminothioformyl)-2-(2-Fluorophenyl)acetamide